3-(6-fluoro-1H-benzo[d]imidazol-2-yl)-N-(4-pyrimidin-4-ylphenyl)aniline FC=1C=CC2=C(NC(=N2)C=2C=C(NC3=CC=C(C=C3)C3=NC=NC=C3)C=CC2)C1